FC=1C(=C(C=C(C1)C1=CN=C2N1C=C(C(=C2)OC)S(=O)(=O)C)NS(=O)(=O)CCC)OC N-(3-fluoro-2-methoxy-5-(7-methoxy-6-(methylsulfonyl)imidazo[1,2-a]pyridin-3-yl)phenyl)propane-1-sulfonamide